N-[1-[4-[[5-bromo-4-[4-hydroxy-2-[methyl(methylsulfonyl)amino]anilino]pyrimidin-2-yl]amino]-2-(4-hydroxybutoxy)-5-methoxy-phenyl]-4-piperidyl]-2-(4-methylpiperazin-1-yl)Acetamide BrC=1C(=NC(=NC1)NC1=CC(=C(C=C1OC)N1CCC(CC1)NC(CN1CCN(CC1)C)=O)OCCCCO)NC1=C(C=C(C=C1)O)N(S(=O)(=O)C)C